4-((8-methyl-2,3-dihydro-1H-pyrido[2,3-b][1,4]oxazin-7-yl)amino)-2-oxo-N-(4-(4-(pyrrolidine-1-carbonyl)piperazin-1-yl)phenyl)-1,2-dihydropyridine-3-carboxamide CC1=C(C=NC=2OCCNC21)NC2=C(C(NC=C2)=O)C(=O)NC2=CC=C(C=C2)N2CCN(CC2)C(=O)N2CCCC2